C(C)(C)(C)OC(=O)N1CCC2(CC(C2)C2=C(C=CC(=C2)C(C)(C)C)F)CC1 2-(5-(tert-butyl)-2-fluorophenyl)-7-azaspiro[3.5]Nonane-7-carboxylic acid tert-butyl ester